Lithium aluminum tetrahydroxide [OH-].[OH-].[OH-].[OH-].[Al+3].[Li+]